FC=1C=2N(C=C(C1C)C1CCN(CC1)S(=O)(=O)C1=CN=C3N1C=CC=C3)N=CN2 8-fluoro-6-(1-(imidazo[1,2-a]pyridin-3-ylsulfonyl)piperidin-4-yl)-7-methyl-[1,2,4]triazolo[1,5-a]pyridine